ClCC(C(F)(F)F)F (Z)-1-chloro-2,3,3,3-tetrafluoropropane